5-(4-trifluoromethoxyphenyl)-1,3,4-oxadiazole FC(OC1=CC=C(C=C1)C1=NN=CO1)(F)F